NC=1C2=C(N=CN1)C(=NC(=C2)C2=C(C=C(C=C2)F)F)C=2C(=C(C=CC2C)O)C 3-(4-amino-6-(2,4-difluorophenyl)pyrido[3,4-d]pyrimidin-8-yl)-2,4-dimethylphenol